4-[7-[6-amino-4-methyl-3-(trifluoromethyl)pyridin-2-yl]-6-chloro-2-(trifluoromethyl)quinazolin-4-yl]Piperazine-1-carboxylic acid tert-butyl ester C(C)(C)(C)OC(=O)N1CCN(CC1)C1=NC(=NC2=CC(=C(C=C12)Cl)C1=NC(=CC(=C1C(F)(F)F)C)N)C(F)(F)F